C(C)(C)OCCC(=O)N(C)C 3-isopropoxy-N,N-dimethylpropanamide